NC1=NC2=CC=C(C=C2C=C1CO[Si](C)(C)C(C)(C)C)C(=O)N(C1COC2=C1C=CC(=C2)C(F)(F)F)C 2-amino-3-(((tert-butyldimethylsilyl)oxy)methyl)-N-methyl-N-(6-(trifluoromethyl)-2,3-dihydrobenzofuran-3-yl)quinoline-6-carboxamide